2-(1-(cyclopropylsulfonyl)-1H-pyrazol-4-yl)-N-(4-(3-fluoropiperidin-1-yl)-5-((1-methyl-1H-pyrazol-4-yl)ethynyl)pyridin-2-yl)pyrimidin-4-amine C1(CC1)S(=O)(=O)N1N=CC(=C1)C1=NC=CC(=N1)NC1=NC=C(C(=C1)N1CC(CCC1)F)C#CC=1C=NN(C1)C